F[C@@H]1[C@@H]([C@@H](N(C1)C(=O)C1(CCC1)O)CC=1C(=C(C=CC1)C1=CC(=CC=C1)C)F)NS(=O)(=O)CC N-[(2S,3R,4S)-4-fluoro-2-[(2-fluoro-3'-methyl[1,1'-biphenyl]-3-yl)methyl]-1-(1-hydroxycyclobutane-1-carbonyl)-pyrrolidin-3-yl]ethanesulfonamide